BrC1=C(OC=C1)CN(C(C1=C(C=CC=C1)Cl)=O)CC1=C(C=CC(=C1)Cl)N(S(=O)(=O)C=1C=CC2=C(C(=C(O2)C(=O)O)C)C1)CC 5-(N-(2-((N-((3-bromofuran-2-yl)methyl)-2-chlorobenzoylamino)methyl)-4-chlorophenyl)-N-ethylsulfamoyl)-3-methylbenzofuran-2-carboxylic acid